CC1(CC1)NC(O[C@H]1C[C@H](CC1)C=1C=NC(=NC1)NC1=CC=C(C=C1)S(NC(=O)OC(C)(C)C)(=O)=O)=O |r| rac-(1R,3S)-3-(2-((4-(N-(tert-butoxycarbonyl)sulfamoyl)phenyl)amino)pyrimidin-5-yl)cyclopentyl (1-methylcyclopropyl)carbamate